6-methylhexadecaldehyde CC(CCCCC=O)CCCCCCCCCC